4,5-diamino-1-methyl-pyrazole NC=1C=NN(C1N)C